COC=1C=C2CCN(C(C2=CN1)=O)C 6-methoxy-2-methyl-3,4-dihydro-2,7-naphthyridin-1(2H)-one